1-(difluoromethyl)-4-iodobenzene FC(C1=CC=C(C=C1)I)F